OCCOC1=C(C=CC=C1)C12CC3(CC(CC(C1)(C3)C)(C2)C)C2=C(C=CC=C2)OCCO 1,3-bis{(2-hydroxyethoxy)phenyl}-5,7-Dimethyladamantan